5-(5-((R)-1-(3,5-dimethylpyridazin-4-yl)ethoxy)-1H-indazol-3-yl)-2-((S)-3-(2-hydroxypropan-2-yl)pyrrolidin-1-yl)nicotinonitrile CC=1N=NC=C(C1[C@@H](C)OC=1C=C2C(=NNC2=CC1)C=1C=NC(=C(C#N)C1)N1C[C@H](CC1)C(C)(C)O)C